1-Bromo-4-((4-methoxybenzyl)oxy)-2-vinylbenzene BrC1=C(C=C(C=C1)OCC1=CC=C(C=C1)OC)C=C